tert-butyl (1S,2S,5R)-2-[[(1S)-2-methoxy-2-oxo-1-[[(3S)-2-oxo-3-piperidyl]methyl]ethyl]carbamoyl]-3-azabicyclo[3.1.0]hexane-3-carboxylate COC([C@H](C[C@H]1C(NCCC1)=O)NC(=O)[C@@H]1[C@H]2C[C@H]2CN1C(=O)OC(C)(C)C)=O